[N-]=C=O.OC1=CC=C(C=C)C=C1 4-hydroxystyrene isocyanate